S1C(=NC2=C1C=CC=C2)NC(=O)C=2C=CC=C1CCN(CC21)C2=CC=C(C(=N2)C(=O)OC(C)(C)C)C2=C(C(=CC=C2)OCCCO)C tert-Butyl 6-(8-(benzo[d]thiazol-2-ylcarbamoyl)-3,4-dihydroisoquinolin-2(1H)-yl)-3-(3-(3-hydroxypropoxy)-2-methylphenyl)picolinate